Cl.NC(CNC(OC=1C=CC2=C3C=CC=4C=CCC4C3=CC=C2C1)=O)(C)C cyclopenta[a]phenanthren-3-yl (2-amino-2-methylpropyl)carbamate hydrochloride